CC(=O)N[C@H]1CCC2=CC(=C(C(=C2C3=CC=C(C(=O)C=C13)OC)OC)OC)OC The molecule is a colchicine and an alkaloid. It has a role as a mutagen. It is an enantiomer of a (R)-colchicine.